C(CCC)O[Ti](O[Si](C)(C)C)(OCCCC)OCCCC tributoxy(trimethylsiloxy)titanium